2-chloro-N-(naphthalen-2-yl)acetamide ClCC(=O)NC1=CC2=CC=CC=C2C=C1